C(#N)C=1C=C2C(C(=CN(C2=CC1N1[C@](CCC1)(C)COC1=NC=CC=C1F)C=1C=NC(=CC1)N1CC(C1)N(C)C)C(=O)O)=O (S)-6-cyano-1-(6-(3-(dimethylamino)azetidin-1-yl)pyridin-3-yl)-7-(2-(((3-fluoropyridin-2-yl)oxy)methyl)-2-methylpyrrolidin-1-yl)-4-oxo-1,4-dihydroquinoline-3-carboxylic acid